[O-]S(=O)(=O)C(F)(F)F.CN1C(=NC2=C1C=CC=C2)C2=CC=[N+](C=C2)C2=CC=CC=C2 4-(1-methyl-1H-benzimidazol-2-yl)-1-phenylpyridin-1-ium triflate